C(#C)C1=CC=C(C(=O)OC)C=C1 methyl 4-ethynylbenzoate